(2S)-2-(4-chlorophenoxy)-N-(1-phenylethoxy)propanamide ClC1=CC=C(O[C@H](C(=O)NOC(C)C2=CC=CC=C2)C)C=C1